C(C)(=O)C=1N(C(C2=C(C=CC=C2C1)Cl)=O)C1=CC=CC=C1 3-acetyl-8-chloro-2-phenyl-1(2H)-isoquinolinone